Ethyl 2-((1r,4r)-4-(hydroxymethyl)cyclohexyl)-2H-indazole-6-carboxylate OCC1CCC(CC1)N1N=C2C=C(C=CC2=C1)C(=O)OCC